racemic-(3R,4R)-4-tert-butoxycarbonylamino-1-cyclopentyl-piperidine-3-carboxylic acid methyl ester COC(=O)[C@@H]1CN(CC[C@H]1NC(=O)OC(C)(C)C)C1CCCC1 |r|